2-(1H-indol-5-yloxy)-N-({4-[(tetrahydro-2H-pyran-4-ylmethyl)amino]-3-[(trifluoromethyl)sulfonyl]phenyl}sulfonyl)benzamide N1C=CC2=CC(=CC=C12)OC1=C(C(=O)NS(=O)(=O)C2=CC(=C(C=C2)NCC2CCOCC2)S(=O)(=O)C(F)(F)F)C=CC=C1